tert-butyl 4-[3-methyl-2-oxo-1-(2-trimethylsilylethoxymethyl)benzimidazol-4-yl]-3,6-dihydro-2H-pyridine-1-carboxylate CN1C(N(C2=C1C(=CC=C2)C=2CCN(CC2)C(=O)OC(C)(C)C)COCC[Si](C)(C)C)=O